rac-(3R,4R)-1-cyclopropylmethyl-4-{[1-(2,4-difluoro-phenyl)-1H-[1,2,3]triazole-4-carbonyl]-amino}-piperidine-3-carboxylic acid C1(CC1)CN1C[C@H]([C@@H](CC1)NC(=O)C=1N=NN(C1)C1=C(C=C(C=C1)F)F)C(=O)O |r|